NCC1=CC(=C(C=C1)CNC(OC(C)(C)C)=O)C tert-butyl N-[[4-(aminomethyl)-2-methyl-phenyl]methyl]carbamate